bis[(1S)-1-phenylethyl]amine C1(=CC=CC=C1)[C@H](C)N[C@@H](C)C1=CC=CC=C1